BrN1C(N(C2=C1C=CC=C2)C)=O bromo-1-methyl-1,3-dihydro-2H-benzo[d]imidazol-2-one